OC(=O)C(F)(F)F.N[C@@H]1[C@@H](OCC12CCN(CC2)C2=CC(N(C(=N2)C)C2=C(C(=CC=C2)C(F)(F)F)Cl)=O)C 6-((3S,4S)-4-Amino-3-methyl-2-oxa-8-azaspiro[4.5]decan-8-yl)-3-(Ra)-(2-chloro-3-(trifluoromethyl)phenyl)-2-methylpyrimidin-4(3H)-one TFA salt